5-((4-(3-((3-amino-5-(4-amino-4-methylpiperidin-1-yl)pyrazin-2-yl)thio)-2-chlorophenyl)piperazin-1-yl)methyl)-2-(2,6-dioxopiperidin-3-yl)-4-fluoroisoindoline-1,3-dione NC=1C(=NC=C(N1)N1CCC(CC1)(C)N)SC=1C(=C(C=CC1)N1CCN(CC1)CC=1C(=C2C(N(C(C2=CC1)=O)C1C(NC(CC1)=O)=O)=O)F)Cl